BrC1=CC=C2N=C(C(NC2=C1F)=O)C(C)(F)F 7-bromo-3-(1,1-difluoroethyl)-8-fluoro-1H-quinoxalin-2-one